C(C)C=1C(=CC(=C(C1)O)F)C1=CC=C2C(=NNC2=C1)C1=NC2=C(N1)CN(C2)C2CCOCC2 5-ethyl-2-fluoro-4-(3-(5-(tetrahydro-2H-pyran-4-yl)-1,4,5,6-tetrahydropyrrolo[3,4-d]imidazol-2-yl)-1H-indazol-6-yl)phenol